FC=1C(=NC=CC1)CNC1=NC=CC2=C1N=C(O2)CCNCCC2=NC1=C(N2CC2=CC(=CC=C2)OC)C=CC=C1 N-((3-fluoropyridin-2-yl)methyl)-2-(2-((2-(1-(3-methoxybenzyl)-1H-benzo[d]-imidazol-2-yl)ethyl)amino)ethyl)oxazolo[4,5-c]pyridin-4-amine